C(C1=CC=CC=C1)OC(=O)N[C@H]1COC2=C1C=C(C=C2)C[C@H](C(=O)O)[C@@H]2CN(CC2)C(=O)OC(C)(C)C (S)-3-((R)-3-(((benzyloxy)carbonyl)amino)-2,3-dihydrobenzofuran-5-yl)-2-((R)-1-(tert-butoxycarbonyl)pyrrolidin-3-yl)propanoic acid